ClCC=C(CCC=C(CCC=C(C)C)C)CC 1-chloro-3-ethyl-7,11-dimethyldodeca-2,6,10-triene